C(C)(C)(C)SC1=NN=C(S1)S 5-t-butylthio-1,3,4-thiadiazole-2-thiol